C1(CCCCC1)CC1C(C1)C(=O)OC methyl 2-(cyclohexylmethyl)cyclopropane-1-carboxylate